FC=1C(=C2C(=NC1C1=CC=CC=C1)C1=C(O2)C=CC=C1)C1=C(C=CC=C1)C 3-fluoro-2-phenyl-4-(o-tolyl)benzofuro[3,2-b]pyridine